C(N)(=S)[C@H]1N([C@@H](CC1)C)C(=O)NC=1SC(=C(N1)C)C1=CC(=NC=C1)C(C(F)(F)F)(C)C (2S,5R)-2-carbamothioyl-5-methyl-N-(4-methyl-5-(2-(1,1,1-trifluoro-2-methylpropan-2-yl)pyridin-4-yl)thiazol-2-yl)pyrrolidine-1-carboxamide